FC1=CC=C(OC=2C=C(C=O)C=CC2)C=C1 3-(4-fluorophenoxy)-benzaldehyde